C(C)(C)(C)OC(=O)NCCCN1N=CC(=C1)C1=C(C=C(OC[C@H](C(=O)OC(C)(C)C)O)C=C1)F tert-butyl (R)-3-(4-(1-(3-((tert-butoxycarbonyl)-amino)propyl)-1H-pyrazol-4-yl)-3-fluorophenoxy)-2-hydroxypropanoate